NC[C@H](CN1N(C2=CC=CC=C2C1)C)O 2-((R)-3-amino-2-hydroxypropyl)-1-methyl-2H-indazole